ClC1=CN=C2N1C=C(C=N2)C=2C=CN1N=C(N=CC12)N[C@@H]1CC[C@@H](CC1)OC(F)(F)F 5-(3-chloroimidazo[1,2-a]pyrimidin-6-yl)-N-(cis-4-(trifluoromethoxy)cyclohexyl)pyrrolo[2,1-f][1,2,4]triazin-2-amine